potassium naphthalenate C1(=CC=CC2=CC=CC=C12)C(=O)[O-].[K+]